4-(difluoromethoxy)-N-[5-(2-fluoro-4-methoxyphenyl)-2-[6-(4-hydroxy-4-methylpiperidin-1-yl)-3-(trifluoromethyl)pyridin-2-yl]-1-methyl-3-oxo-2,3-dihydro-1H-pyrazol-4-yl]benzamide FC(OC1=CC=C(C(=O)NC=2C(N(N(C2C2=C(C=C(C=C2)OC)F)C)C2=NC(=CC=C2C(F)(F)F)N2CCC(CC2)(C)O)=O)C=C1)F